ethyl 1-[[4-(3,3,3-trifluoro-2-oxo-propoxy)phenyl]methyl]pyrazole-4-carboxylate FC(C(COC1=CC=C(C=C1)CN1N=CC(=C1)C(=O)OCC)=O)(F)F